FC1=C(C=CC=2NC(=NC21)NCC2CCC(CC2)C)C=2C=NC=CC2SC (S)-{4-fluoro-5-[4-(methylthio)pyridin-3-yl]-1H-benzimidazol-2-yl}(4-methyl-cyclohexyl)methylamine